tert-Butyl (3R)-3-(4-(3-cyano-4-methoxypyrazolo[1,5-a]pyridin-6-yl)-5-methyl-1H-1,2,3-triazol-1-yl)pyrrolidine-1-carboxylate C(#N)C=1C=NN2C1C(=CC(=C2)C=2N=NN(C2C)[C@H]2CN(CC2)C(=O)OC(C)(C)C)OC